C(C=C)(=O)N1CCN(CC1)C1=CC(=NC=2CN(CCC12)C1=CC=CC2=CC=CC(=C12)C)C(=O)N[C@H]1CN(CC1)C (R)-4-(4-acryloylpiperazin-1-yl)-7-(8-methylnaphthalen-1-yl)-N-(1-methylpyrrolidin-3-yl)-5,6,7,8-tetrahydro-1,7-naphthyridine-2-carboxamide